N-(1-cyclopropyl-2-oxo-1,2-dihydropyridin-3-yl)-7-isopropoxy-2-((1S,4R)-1-methyl-2-oxabicyclo[2.2.1]heptan-4-yl)imidazo[1,2-a]pyrimidine-6-carboxamide C1(CC1)N1C(C(=CC=C1)NC(=O)C=1C(=NC=2N(C1)C=C(N2)[C@@]21CO[C@@](CC2)(C1)C)OC(C)C)=O